7-chloro-4-((2,4-dimethoxybenzyl)amino)imidazo[1,5-a]quinoxaline-8-carboxylic acid ClC=1C=C2N=C(C=3N(C2=CC1C(=O)O)C=NC3)NCC3=C(C=C(C=C3)OC)OC